C(C)(C)(C)OC(=O)N1CC2(C1)CC(C2)N2N=C(C=C2C)N2[C@H]1[C@H](N(CC2)C(=O)OCC[Si](C)(C)C)COC1 |o1:21,22| 2-(trimethylsilyl)ethyl (4aS*,7aS*)-4-(1-(2-(tert-butoxycarbonyl)-2-azaspiro[3.3]heptan-6-yl)-5-methyl-1H-pyrazol-3-yl)hexahydrofuro[3,4-b]pyrazine-1(2H)-carboxylate